8-((1-Methyl-3-(trifluoromethyl)-1H-pyrazol-5-yl)sulfonyl)-2-(tetrahydro-2H-pyran-4-yl)-2,8-diazaspiro[4.5]decane CN1N=C(C=C1S(=O)(=O)N1CCC2(CCN(C2)C2CCOCC2)CC1)C(F)(F)F